1,5-dioxan-hexadec-14-en-3-one OCC(COCCCCCCCCC=CC)=O